BrC=1C(=C(C=CC1)C(C(O)C1=C(C=C(C=C1)Cl)F)O)F 1-(3-Bromo-2-fluorophenyl)-2-(4-chloro-2-fluorophenyl)ethane-1,2-diol